Cl(=O)(=O)O.C(C=C)(=O)O acrylic acid chlorate